C(C1=CC=CC=C1)N1CC(OCC1)CNC(COC1=CC=C2C(=NN(C2=C1)C)C1C(NC(CC1)=O)=O)=O N-((4-Benzylmorpholin-2-yl)methyl)-2-((3-(2,6-dioxopiperidin-3-yl)-1-methyl-1H-indazol-6-yl)oxy)acetamide